5-(1-(2,2-difluoroethyl)-2-methyl-1H-benzo[d]imidazol-6-yl)-N-(1-(2-fluoroethyl)piperidin-4-yl)-4-methoxypyrrolo[2,1-f][1,2,4]triazin-2-amine FC(CN1C(=NC2=C1C=C(C=C2)C=2C=CN1N=C(N=C(C12)OC)NC1CCN(CC1)CCF)C)F